ONC(=O)C=1C=NC(=NC1)NC1COC2=C1C=CC=C2Cl N-hydroxy-2-((7-chloro-2,3-dihydrobenzofuran-3-yl)amino)pyrimidine-5-carboxamide